(E)-4-((2,6-diamino-5-((4-methoxybenzyl)oxy)pyridin-3-yl)diazenyl)phenol trifluoroacetate FC(C(=O)O)(F)F.NC1=NC(=C(C=C1/N=N/C1=CC=C(C=C1)O)OCC1=CC=C(C=C1)OC)N